C1(=CC=C(C=C1)C1=NC2=C3N=C(C=CC3=CC=C2C=C1)C1=CC=CC=C1)C1=CC=C(C=C1)C1=NC2=C3N=C(C=CC3=CC=C2C=C1)C1=CC=CC=C1 2,2'-(biphenyl-4,4'-diyl)bis(9-phenyl-1,10-phenanthroline)